N6-((6-((5,6,7,8-tetrahydroimidazo[1,2-a]pyridin-7-yl)methoxy)pyridin-3-yl)methyl)isoquinoline-1,6-diamine N=1C=CN2C1CC(CC2)COC2=CC=C(C=N2)CNC=2C=C1C=CN=C(C1=CC2)N